2-(1H-indazol-3-yl)-5,6,7,8-tetrahydroquinolin-5-amine N1N=C(C2=CC=CC=C12)C1=NC=2CCCC(C2C=C1)N